ClC1=CC=CC=2C(N(C3C=4N(C(C21)C3)C3=C(N4)C=CC=C3)C([2H])([2H])[2H])=O chloro-6-(methyl-d3)-6,7-dihydro-7,14-methanobenzo[f]benzo[4,5]imidazo[1,2-a][1,4]diazocin-5(14H)-one